cupric aspartate N[C@@H](CC(=O)[O-])C(=O)[O-].[Cu+2]